cumenesulphonic acid sodium salt [Na+].C=1(C(=CC=CC1)S(=O)(=O)[O-])C(C)C